CC([C@@H](C)N)C (R)-3-methylbutan-2-amine